C(CCC)OC1=C(C2=C(C=C(S2)C2CCC(CC2)CCC)C=C1)F 6-butoxy-7-fluoro-2-(4-propylcyclohexyl)-benzothiophene